C(C)(C)(C)OC(=O)C1CN2N(C(C(=C(C2=O)Br)SC2=CC=CC=C2)=O)C1 6-bromo-5,8-dioxo-7-phenylsulfanyl-2,3-dihydro-1H-pyrazolo[1,2-a]pyridazine-2-carboxylic acid tert-butyl ester